(S)-4-((((1S,2R,3S,4R)-4-(6-amino-9H-purin-9-yl)-2,3-dihydroxycyclopentyl) methyl) selanyl)-2-ammoniobutanoate NC1=C2N=CN(C2=NC=N1)[C@H]1[C@@H]([C@@H]([C@H](C1)C[Se]CC[C@@H](C(=O)[O-])[NH3+])O)O